C(C)(C)(C)OC(=O)N1C(C2=CC=C(C=C2CC1)C#CCO)C 6-(3-hydroxy-prop-1-yn-1-yl)-1-methyl-3,4-dihydro-isoquinoline-2(1H)-carboxylic acid tert-butyl ester